(2S,4R)-tert-butyl 4-(8-bromo-6-chloro-3,4-dihydroquinolin-1(2H)-yl)-2-(((tert-butyldimethylsilyl)oxy)methyl)-2-methylpyrrolidine-1-carboxylate BrC=1C=C(C=C2CCCN(C12)[C@@H]1C[C@@](N(C1)C(=O)OC(C)(C)C)(C)CO[Si](C)(C)C(C)(C)C)Cl